C1(CC1)[C@H](C1=CC=2N(N=C1)C=C(N2)[C@@H](NC(=O)C2=NN(C=C2)CCC(F)(F)F)C2CCC(CC2)(F)F)NC(CC2CC(C2)(F)F)=O |o1:3| N-((S)-(7-((R*)-Cyclopropyl(2-(3,3-difluorocyclobutyl)acetamido)methyl)imidazo[1,2-b]pyridazin-2-yl)(4,4-difluorocyclohexyl)methyl)-1-(3,3,3-trifluoropropyl)-1H-pyrazole-3-carboxamide